P(=O)(OCCC(F)(F)F)(O)O 3,3,3-trifluoropropyl dihydrogen phosphate